1,1-bis(4'-hydroxy-3'-methylphenyl)cyclohexane OC1=C(C=C(C=C1)C1(CCCCC1)C1=CC(=C(C=C1)O)C)C